S1C=NC=CC1 6H-1,3-Thiazin